CS(=O)(=O)N1CCN(CC1)CC(C(=O)N[C@H]1CN(CCC1)CC1=CC(=NC=C1)C(=O)NC1=CC=C(C=C1)C1=CC2=C(N=CN=C2N2CCOCC2)N1)=C (R)-4-((3-(2-((4-(methylsulfonyl)piperazin-1-yl)methyl)acrylamido)piperidin-1-yl)methyl)-N-(4-(4-morpholino-7H-pyrrolo[2,3-d]pyrimidin-6-yl)phenyl)picolinamide